(R)-2-(1-(6-(5-(((4-cyclobutylpyrimidin-2-yl)oxy)methyl)-1-methyl-1H-1,2,3-triazol-4-yl)-2-ethylpyridin-3-yl)piperidin-3-yl)acetic acid C1(CCC1)C1=NC(=NC=C1)OCC1=C(N=NN1C)C1=CC=C(C(=N1)CC)N1C[C@H](CCC1)CC(=O)O